ethyl 4-(5-bromo-2-fluoro-3-methylphenyl)-4-hydroxybut-2-ynoate BrC=1C=C(C(=C(C1)C(C#CC(=O)OCC)O)F)C